COC1=CC=C(C=C1)N1N=C(C2=C1C(N(CC2)C2=CC=C(C=C2)N2C(CCCC2)=O)=O)C(=O)N 1-(4-methoxyphenyl)-7-Oxo-6-[4-(2-oxopiperidin-1-yl)phenyl]-4,5,6,7-tetrahydro-1H-pyrazolo[3,4-c]pyridine-3-Carboxamide